(4aR,8aS)-6-(3-(2'-(Trifluoromethoxy)-[1,1'-biphenyl]-4-yl)azetidin-1-carbonyl)hexahydro-2H-pyrido[4,3-b][1,4]oxazin-3(4H)-on FC(OC1=C(C=CC=C1)C1=CC=C(C=C1)C1CN(C1)C(=O)N1C[C@@H]2[C@@H](OCC(N2)=O)CC1)(F)F